(S)-2-aminobut-3-enoic acid N[C@H](C(=O)O)C=C